COC=1C=C(C=CC1)C=1SC2=NC=C(C=C2N1)N 2-(3-methoxyphenyl)thiazolo[5,4-b]pyridin-6-amine